COC1=C(C=CC=C1)[Si](O)(C)C (2-methoxyphenyl)dimethylsilanol